COC(C1=C(C(=NC=C1N=C(C1=CC=CC=C1)C1=CC=CC=C1)Cl)F)=O 2-Chloro-5-((diphenylmethylene)amino)-3-fluoroisonicotinic acid methyl ester